[(2R)-3-(3,4-dihydro-1H-isoquinolin-2-yl)-2-hydroxy-propyl]-6-(4-isopropylpiperazin-1-yl)-3,4-dihydroisoquinolin-1-one C1N(CCC2=CC=CC=C12)C[C@@H](CC1NC(C2=CC=C(C=C2C1)N1CCN(CC1)C(C)C)=O)O